3-bromo-2-(ethylsulfanyl)-6-(thiazol-2-yl)pyridin-4-amine BrC=1C(=NC(=CC1N)C=1SC=CN1)SCC